4-(METHYLCARBAMOYL)BUTANOIC ACID CNC(=O)CCCC(=O)O